CC1(CC[C@@H](N1)[C@@H](O)C=1C=NC=C(C1)F)C (S)-((R)-5,5-Dimethylpyrrolidin-2-yl)(5-fluoropyridin-3-yl)methanol